(3-chloro-6-(difluoromethyl)-2-fluorophenyl)-N-(1-((R)-1-(5-hydroxy-6-((1R,5S)-2-oxo-3-azabicyclo[3.1.0]hex-3-yl)pyridin-3-yl)ethyl)-1H-pyrazol-4-yl)-3-methylpyrazine-2-carboxamide ClC=1C(=C(C(=CC1)C(F)F)C=1N=C(C(=NC1)C(=O)NC=1C=NN(C1)[C@H](C)C=1C=NC(=C(C1)O)N1C([C@@H]2C[C@@H]2C1)=O)C)F